C(C)(C)(C)OC(=O)N(C[C@@H](C1=C2C=CC(NC2=C(C=C1)O)=O)O[Si](C)(C)C(C)(C)C)CC1CCN(CC1)C(=O)C1CN(C1)C(=O)OCC1=CC=CC=C1 Benzyl (R)-3-(4-(((tert-butoxycarbonyl)(2-((tert-butyldimethylsilyl)oxy)-2-(8-hydroxy-2-oxo-1,2-dihydroquinolin-5-yl)ethyl)amino)methyl)piperidine-1-carbonyl)azetidine-1-carboxylate